N-(2-phenylethyl)carbamate C1(=CC=CC=C1)CCNC([O-])=O